C(C)(C)(C)OC([C@H](CNC(C1=CC(=CC=C1)C1=NOC(=N1)C)=O)NC(=O)OC(C)(C)C)=O (2S)-2-(tert-butoxycarbonylamino)-3-[[3-(5-methyl-1,2,4-oxadiazol-3-yl)benzoyl]amino]propanoic acid tert-butyl ester